2-Chloro-6-cyclopropyl-4-(1-methyl-4-(4-methyl-4H-1,2,4-triazol-3-yl)-1H-pyrazol-5-yl)pyridine ClC1=NC(=CC(=C1)C1=C(C=NN1C)C1=NN=CN1C)C1CC1